OC1=C(C=CC(=C1)OCCC)N1N=C2C(=N1)C=CC=C2 2-(2-hydroxy-4-propyloxyphenyl)-2H-benzotriazole